C(#C)C1(C[C@@H](N(C1)C(=O)OC(C)(C)C)C(=O)OC)O 1-(tert-butyl) 2-methyl (2R)-4-ethynyl-4-hydroxypyrrolidine-1,2-dicarboxylate